[F-].C(C)[N+]1(CCCCC1)CC 1,1-Diethylpiperidinium fluoride